triphenylphosphino-palladium C1(=CC=CC=C1)P(C1=CC=CC=C1)(C1=CC=CC=C1)[Pd]